[1,3]Dioxin-4,6-d2-5-formaldehyde O1COC(C(=C1[2H])C=O)[2H]